C(N)(=O)C=1C=C(C=CC1C#N)C1=CC=CC=C1 3-carbamoyl-4-cyano-1,1'-biphenyl